C(C1=CC=CC=C1)OC1=CC(=NC2=CC=NC(=C12)C)C=1C(=NC2=CC=CC=C2C1)OC1=C(C(=C(C=C1)F)F)C 4-benzyloxy-2-[2-(3,4-difluoro-2-methyl-phenoxy)-3-quinolinyl]-5-methyl-1,6-naphthyridine